C1(=CC=CC2=CC=CC=C12)C1=CC(=CC2=C1N=C(O2)C2=CC=C(C=C2)Cl)C2=CC=CC1=CC=CC=C21 4,6-bis(naphthalen-1-yl)-2-(4-chloro-phenyl)-benzoxazole